2,3-Dihydroxy-5-isopropylcyclohepta-2,4,6-trienone OC=1C(C=CC(=CC1O)C(C)C)=O